tert-butyl 4-(7-((4-methoxyphenyl)amino)-1-methyl-6,7-dihydro-5H-benzo[c][1,2,3]triazolo[1,5-a]azepin-9-yl)-3,6-dihydropyridine-1(2H)-carboxylate COC1=CC=C(C=C1)NC1C2=C(C=3N(CC1)N=NC3C)C=CC(=C2)C=2CCN(CC2)C(=O)OC(C)(C)C